[Li+].N1[C@@H](CCC1)C(=O)[O-] proline lithium salt